benzyl 4-{2-[5-(2-benzamidopyridin-4-yl)-4-(4-fluorophenyl)-1H-imidazol-1-yl]acetyl}piperazine-1-carboxylate C(C1=CC=CC=C1)(=O)NC1=NC=CC(=C1)C1=C(N=CN1CC(=O)N1CCN(CC1)C(=O)OCC1=CC=CC=C1)C1=CC=C(C=C1)F